N1(C=NC=C1)CC=1N=NN(C1)CCC1=CC=C(C=C1)C(F)(F)F 4-((1H-imidazol-1-yl)methyl)-1-(4-(trifluoromethyl)phenethyl)-1H-1,2,3-triazole